N-[2-(dimethylaminocarbonylmethoxy)-4-(2-bromo-3-phenylbenzyloxy)-5-chlorobenzyl]serine CN(C(=O)COC1=C(CN[C@@H](CO)C(=O)O)C=C(C(=C1)OCC1=C(C(=CC=C1)C1=CC=CC=C1)Br)Cl)C